tert-butyl 2-[2-[(5-bromo-1,3-benzothiazol-2-yl)methylcarbamoyl]indan-2-yl]acetate BrC=1C=CC2=C(N=C(S2)CNC(=O)C2(CC3=CC=CC=C3C2)CC(=O)OC(C)(C)C)C1